O1CCC(CC1)C1=CNC2=CC=C(C=C12)C1=CCN(CC1)C(=O)OC(C)(C)C tert-butyl 4-(3-(tetrahydro-2H-pyran-4-yl)-1H-indol-5-yl)-5,6-dihydropyridine-1(2H)-carboxylate